(1S,2S)-N-[3-(2,6-dimethoxyphenyl)-1H-pyrrolo[2,3-b]pyridin-6-yl]-2-fluorocyclopropane-1-carboxamide COC1=C(C(=CC=C1)OC)C1=CNC2=NC(=CC=C21)NC(=O)[C@H]2[C@H](C2)F